ethyl 2,4-deca-dienoate C(C=CC=CCCCCC)(=O)OCC